BrC=1SC=C(N1)C(=O)NC1CCC(CC1)NCC(F)(F)F 2-bromo-N-((1r,4r)-4-((2,2,2-trifluoroethyl)amino)cyclohexyl)thiazole-4-carboxamide